2-(2,3-difluorophenyl)ethanol FC1=C(C=CC=C1F)CCO